N1=CNC2=NC=CC(=C21)C=2C=NN(C2)C2=CC=C(C=N2)[C@](C(F)(F)F)(O)C2CN(CC2)C(C)C (R)-1-(6-(4-(3H-imidazo[4,5-b]pyridin-7-yl)-1H-pyrazol-1-yl)pyridin-3-yl)-2,2,2-trifluoro-1-(1-isopropylpyrrolidin-3-yl)ethanol